[1,1':4',1'':3'',1''':4''',1''''-quinquephenyl]-4,4''''-dicarboxylic acid C1(=CC=C(C=C1)C(=O)O)C1=CC=C(C=C1)C1=CC(=CC=C1)C1=CC=C(C=C1)C1=CC=C(C=C1)C(=O)O